F[C@@H]1[C@@H](COC1)NC1=CC=C2C=NC(=NC2=C1)NC1=C(C=C2CCN(CC2=C1)C)OC N~7~-[(3R,4R)-4-fluorooxolan-3-yl]-N~2~-(6-methoxy-2-meth-yl-1,2,3,4-tetrahydroisoquinolin-7-yl)quinazoline-2,7-diamine